CC=1C=C(C=C(C1O)C)C(C)(C)C1=CC(=C(C(=C1)C)O)C 2,2-Bis(3,5-dimethyl-4-hydroxyphenyl)-propan